N-(2-aminoethyl)-(2-hydroxypropyl)ethylenediamine carbon [C].NCCNCCNCC(C)O